2-(2-fluoro-4-(2-((5-(1-methyl-1H-pyrazol-3-yl)benzo[d]thiazol-2-yl)amino)-2-oxoethyl)phenoxy)nicotinamide FC1=C(OC2=C(C(=O)N)C=CC=N2)C=CC(=C1)CC(=O)NC=1SC2=C(N1)C=C(C=C2)C2=NN(C=C2)C